5-Amino-N-(3-cyano-4-methyl-1H-indol-7-yl)-1-methyl-pyrazol-4-sulfonamid NC1=C(C=NN1C)S(=O)(=O)NC=1C=CC(=C2C(=CNC12)C#N)C